ClC1=C(N=C2N1C=C(C=C2)C2CC2)CNC(OC(C)(C)C)=O tert-butyl ((3-chloro-6-cyclopropylimidazo[1,2-a]pyridin-2-yl)methyl)carbamate